CC(C)CCC(C=CC(CCC(C)C)C)C 2,5,8,11-tetramethyl-6-dodecene